N1CC(C1)CC1=NC2=C(C=C(C=C2C=C1)CC)C(=O)N (azetidin-3-ylmethyl)-6-ethylquinoline-8-carboxamide